C(C)(C)(C)C1=CC(=NN1[C@H]1COCC1)NC=1N(C=2C(=NC=C(C2)OC2=CC(=NC=C2)C(=O)NC)N1)C (R)-4-((2-((5-(tert-butyl)-1-(tetrahydrofuran-3-yl)-1H-pyrazol-3-yl)amino)-1-methyl-1H-imidazo[4,5-b]pyridin-6-yl)oxy)-N-methylpyridineamide